N1=CC=C(C=C1)SC1=CC=C(C(=O)OC(C)C)C=C1 Isopropyl 4-(4-pyridylsulfanyl)benzoate